C[C@H]1[C@@H](CNCC1)C1=CC(=NC=2N1N=C(C2)[C@@H]2CC[C@H](CC2)C(F)(F)F)C trans-4-methyl-3-{5-methyl-2-[trans-4-(trifluoromethyl)cyclohexyl]pyrazolo[1,5-a]pyrimidin-7-yl}piperidine